Morpholino-cyanoethyl-N,N-diisopropyl-phosphordiamidite O1CCN(CC1)N(P([O-])N(C(C)C)C(C)C)CCC#N